C(C)(C)(C)OC(=O)N1CCC(CC1)CNC(=O)N1CC(C2=NC=CC=C21)(C)C 4-((3,3-dimethyl-2,3-dihydro-1H-pyrrolo[3,2-b]pyridine-1-carboxamido)methyl)piperidine-1-carboxylic acid tert-butyl ester